(9aS)-7-[2,6-difluoro-4-(2-phenylethynyl)phenyl]-9a-methyl-2-(2,2,2-trifluoroethyl)-4,9-dihydro-3H-pyrazino[1,2-c]pyrimidine-1,6,8-trione FC1=C(C(=CC(=C1)C#CC1=CC=CC=C1)F)N1C(N2[C@@](CC1=O)(C(N(CC2)CC(F)(F)F)=O)C)=O